2-(Methoxy(2-phenylbenzo[d]thiazol-5-yl)methylene)malononitrile COC(=C(C#N)C#N)C=1C=CC2=C(N=C(S2)C2=CC=CC=C2)C1